[Cl-].C(N)(=O)C1CCN(CC1)C[C@H]([C@H](CC1=CC=CC=C1)[NH3+])O (2S,3R)-4-(4-carbamoylpiperidin-1-yl)-3-hydroxy-1-phenylbutan-2-aminium chloride